C1=NC=CC2=C(C=CC=C12)C(\C=C\C1=CC=CC=C1)=O (2E)-1-(isoquinolin-5-yl)-3-phenylprop-2-en-1-one